ClC=1C=C(C=CC1)C=1C(=CC=CC1N1CC(C1)OC1=CC=C(C=C1)NC(=O)NC=1C=NC=CC1)C(=O)[O-] 3'-chloro-6-(3-(4-(3-(pyridin-3-yl)ureido)phenoxy)azetidin-1-yl)-[1,1'-biphenyl]-2-carboxylate